CC(CCCO)(C)[N+](=O)[O-] 4-Methyl-4-nitropentan-1-ol